FC1=CC=C2C=CC=C(C2=C1C)O 7-fluoro-8-methylnaphthalen-1-ol